COC1=CC=C2C=NN(C2=C1NS(=O)(=O)C=1C=NC(=CC1)C=1NN=C(N1)C(F)(F)F)C N-(6-methoxy-1-methylindazol-7-yl)-6-[5-(trifluoromethyl)-2H-1,2,4-triazol-3-yl]pyridine-3-sulfonamide